O1-tert-butyl O3-methyl 2-(chloromethyl)-2-ethyl-malonate ClCC(C(=O)OC(C)(C)C)(C(=O)OC)CC